FC1=C2C(C=C(NC2=CC2=C1C=NN2C)C=2C=C(C#N)C=CC2SC)=O 3-(4-fluoro-1-methyl-5-oxo-5,8-dihydro-1H-pyrazolo[4,3-g]quinolin-7-yl)-4-(methylthio)benzonitrile